(R)-hydroxyproline N1[C@H](C[C@@H](O)C1)C(=O)O